C(C)NC(=O)C1CC(C1)(C1=CC(=C(C=C1)CN1CCCC1)F)F trans-3-fluoro-3-(3-fluoro-4-pyrrolidin-1-ylmethyl-phenyl)-cyclobutanecarboxylic acid ethylamide